triisopropenylbismuth C(=C)(C)[Bi](C(=C)C)C(=C)C